ClC=1C(=C2C=NNC2=C(C1F)C(C)NC=O)C1=CC=2N(C=C1)N=C(C2)NC(=O)C2C(C2)F N-(5-(5-chloro-6-fluoro-7-(1-formamidoethyl)-1H-indazol-4-yl)pyrazolo[1,5-a]pyridin-2-yl)-2-fluorocyclopropane-1-carboxamide